3,5-diphenyl-1,1,1,3,5-pentamethyltrisiloxane C1(=CC=CC=C1)[Si](O[Si](C)(C)C)(O[SiH](C)C1=CC=CC=C1)C